BrC=1N=C(N(N1)C1=NC=CC=N1)C(C)N1C(C2=CC=CC=C2C1=O)=O 2-[1-(5-bromo-2-pyrimidin-2-yl-1,2,4-triazol-3-yl)ethyl]isoindoline-1,3-dione